FC=1C2=C(C=NC1)C(=NN2[C@H]2CN(CCC2)C(C=C)=O)C2=CC=C(C=C2)OC2=CC=CC=C2 (R)-1-(3-(7-fluoro-3-(4-phenoxyphenyl)-1H-pyrazolo[4,3-c]pyridin-1-yl)piperidin-1-yl)prop-2-en-1-one